N1=C(C=CC=C1)C1(CC1)NC(=O)[C@H]1CN(CC[C@@H]1NC(=O)C1=NOC(=C1)C1=C(C=C(C=C1F)F)F)C1CCCC1 (3S,4S)-1-cyclopentyl-4-{[5-(2,4,6-trifluoro-phenyl)-isoxazole-3-carbonyl]-amino}-piperidine-3-carboxylic acid (1-pyridin-2-yl-cyclopropyl)-amide